OCC(COCCCCCCCCCCCCCCCCCC)NC1=C(C(=O)O)C=CC=C1 ((1-hydroxy-3-(octadecyloxy)propan-2-yl)amino)benzoic acid